NC1=NC(=NC=C1F)C=1C=C2C=CN(C(C2=CC1F)=O)CCC[C@H](C)NC=1C=NNC(C1C(F)(F)F)=O 6-(4-amino-5-fluoro-pyrimidin-2-yl)-7-fluoro-2-[(4S)-4-[[6-oxo-5-(trifluoromethyl)-1H-pyridazin-4-yl]amino]pentyl]isoquinolin-1-one